2-(isothiazol-3-yl)acetonitrile S1N=C(C=C1)CC#N